ClC1=C(C=C(C=C1OC)OC)C1=CC2=C(N=C(N=C2)NC2=CC=C(C=C2)N2C[C@@H]3N(C(C2)=O)CCC3)N3C1=NN=C3 (R)-2-(4-((6-(2-chloro-3,5-dimethoxyphenyl)-[1,2,4]triazolo[4',3':1,6]pyrido[2,3-d]pyrimidin-2-yl)amino)phenyl)hexahydropyrrolo[1,2-a]pyrazin-4(1H)-one